BrC1=CSC2=C1N=C(N=C2C#C)N 7-Bromo-4-ethynylthieno[3,2-d]pyrimidin-2-amine